N-(4,4-difluorocyclohexyl)-4-methoxy-6-(3-methyl-1H-pyrazol-1-yl)pyridin-2-amine FC1(CCC(CC1)NC1=NC(=CC(=C1)OC)N1N=C(C=C1)C)F